N-(2-benzyl-1,3-dioxo-5-isoindolyl)-3-bromo-1-(2-chlorophenyl)-1H-pyrazole-5-carboxamide C(C1=CC=CC=C1)N1C(C2=CC=C(C=C2C1=O)NC(=O)C1=CC(=NN1C1=C(C=CC=C1)Cl)Br)=O